C1=CC=CC=2C3=CC=CC=C3N(C12)C1=CC=C(C=C1)C=1C(=C(C(=C(C1N1C2=CC=CC=C2C=2C=CC=CC12)C1=CC=C(C=C1)N1C2=CC=CC=C2C=2C=CC=CC12)C1=CC=C(C=C1)N1C2=CC=CC=C2C=2C=CC=CC12)C#N)C=1C(=NC(=CC1)C1=CC=CC=C1)C1=CC=CC=C1 5'-(4-(9H-carbazol-9-yl)phenyl)-4,4'',6'-tri(9H-carbazol-9-yl)-4'-(2,6-diphenylpyridin-3-yl)-[1,1':2',1''-terphenyl]-3'-carbonitrile